Cl.BrC=1C=C(C=CC1C(=O)N1CCN(CC1)C(=O)C1CCNCC1)NC(=O)C=1N(C(=CN1)C=1C(=NN(C1)CC)C(F)(F)F)C N-(3-bromo-4-(4-(piperidine-4-carbonyl)piperazine-1-carbonyl)phenyl)-5-(1-ethyl-3-(trifluoromethyl)-1H-pyrazol-4-yl)-1-methyl-1H-imidazole-2-carboxamide hydrochloride